N-(1-(4-amino-7-(1-(thiazole-2-carbonyl)-2,5-dihydro-1H-pyrrol-3-yl)pyrrolo[2,1-f][1,2,4]triazin-5-yl)piperidin-3-yl)-5-chlorothiophene-2-carboxamide NC1=NC=NN2C1=C(C=C2C=2CN(CC2)C(=O)C=2SC=CN2)N2CC(CCC2)NC(=O)C=2SC(=CC2)Cl